(4-sulfobutyl)pyridine S(=O)(=O)(O)CCCCC1=NC=CC=C1